BrC=1C(N(N=C(C1)C)C1=C(C=CC=C1)C)=O 4-bromo-6-methyl-2-(o-tolyl)pyridazin-3-one